1-(1,1-dioxidothiomorpholino)-2-(3-(trifluoromethyl)phenyl)ethanone O=S1(CCN(CC1)C(CC1=CC(=CC=C1)C(F)(F)F)=O)=O